CS(=O)(=O)OCCCC1=C(C=C(CN2CCN3N=C(C(=C32)C(=O)N[C@@H](C)C3=CC=C(C(=O)OC)C=C3)C(F)(F)F)C=C1)C(F)(F)F Methyl (S)-4-(1-(1-(4-(3-((methylsulfonyl)oxy)propyl)-3-(trifluoromethyl)benzyl)-6-(trifluoromethyl)-2,3-dihydro-1H-imidazo[1,2-b]pyrazole-7-carboxamido)ethyl)benzoate